OC1=C(C=CC=C1)CCC(C)=O 4-(hydroxyphenyl)-2-butanone